2-(3-(3-((S)-fluoro(4-(trifluoromethyl)-1H-pyrazol-3-yl)methyl)oxetan-3-yl)phenyl)-6-(((S)-2-isopropyl-4-methylpiperazin-1-yl)methyl)-4-(trifluoromethyl)isoindolin-1-one F[C@@H](C1(COC1)C=1C=C(C=CC1)N1C(C2=CC(=CC(=C2C1)C(F)(F)F)CN1[C@H](CN(CC1)C)C(C)C)=O)C1=NNC=C1C(F)(F)F